4-(cyclopentyl(3,4-dimethylbenzyl)amino)-3-nitroquinoline-6-carbonitrile C1(CCCC1)N(C1=C(C=NC2=CC=C(C=C12)C#N)[N+](=O)[O-])CC1=CC(=C(C=C1)C)C